4,4'-methylenebis(6-tert-butyl-3-methylphenol) C(C1=C(C=C(C(=C1)C(C)(C)C)O)C)C1=C(C=C(C(=C1)C(C)(C)C)O)C